2-{4-[(2R)-2-[(tert-butoxycarbonyl)amino]-3-ethoxy-3-oxopropyl]-3-fluorophenyl}ethylboronic acid C(C)(C)(C)OC(=O)N[C@H](CC1=C(C=C(C=C1)CCB(O)O)F)C(=O)OCC